BrC=1C=C(N(N1)COCC[Si](C)(C)C)C(=O)OC methyl 5-bromo-2-(2-trimethylsilylethoxymethyl)pyrazole-3-carboxylate